C1(=CC=CC=C1)S(=O)(=O)N1C=C(C2=CC=C(C=C12)SCF)C1=NC(=NC=C1C(F)(F)F)N[C@@H]1CN(CCC1)C(=O)OC(C)(C)C Tert-butyl (3S)-3-[[4-[1-(benzenesulfonyl)-6-(fluoromethylsulfanyl)indol-3-yl]-5-(trifluoromethyl)pyrimidin-2-yl]amino]piperidine-1-carboxylate